5-(3,5-dimethylisoxazol-4-yl)-7-(4,4,5,5-tetramethyl-1,3,2-dioxaborolan-2-yl)-2,3-dihydrofuro[2,3-c]pyridine CC1=NOC(=C1C=1C=C2C(=C(N1)B1OC(C(O1)(C)C)(C)C)OCC2)C